Methyl 3-(N-(4-chloro-5-(5-methylisoxazol-4-yl)-2-(pyrrol-1-yl)phenyl)sulfamoyl)-4-cyclopropylbenzoate ClC1=CC(=C(C=C1C=1C=NOC1C)NS(=O)(=O)C=1C=C(C(=O)OC)C=CC1C1CC1)N1C=CC=C1